4-(3-(4-fluoro-2,6-dimethylphenoxy)-5-(2-hydroxypropan-2-yl)phenyl)-N-((1r,4r)-4-hydroxycyclohexyl)-6-methyl-7-oxo-6,7-dihydro-1H-pyrrolo[2,3-c]pyridine-2-carboxamide FC1=CC(=C(OC=2C=C(C=C(C2)C(C)(C)O)C=2C3=C(C(N(C2)C)=O)NC(=C3)C(=O)NC3CCC(CC3)O)C(=C1)C)C